norbornylethyldisilane C12(CCC(CC1)C2)CC[SiH2][SiH3]